CCC1=C(C(=NC=N1)NCCOC2=C(C(=C(C=C2)CCOCC)C)C)Cl The molecule is a pyrimidinamine insecticide, a pyrimidinamine acaricide and an aminopyrimidine. It has a role as a mitochondrial NADH:ubiquinone reductase inhibitor.